BrC=1C=C2C(=NC=NC2=CC1)NC1=CC(=C(C=C1)OC1=CC=2N(C=C1)N=CN2)Cl 6-bromo-N-(3-chloro-4-[[1,2,4]triazolo[1,5-a]pyridin-7-yloxy]phenyl)quinazolin-4-amine